(2S)-3-(2-amino-6-chlorophenoxy)-2-(((tert-butoxy)carbonyl)amino)propanoic acid NC1=C(OC[C@@H](C(=O)O)NC(=O)OC(C)(C)C)C(=CC=C1)Cl